C(C1=CC=CC=C1)C1=NC2=CC=CC=C2C(=N1)N benzyl-quinazolin-4-amine